5-ethynyl-tryptophan C(#C)C1=CC=C2NC=C(C[C@H](N)C(=O)O)C2=C1